C(CCCCCCCCC)OC1=C(C=C(C=C1)N=NC1=CC=C(C=C1)OCCCCCCCCCC)C 4,4'-bis(decyloxy)-3-methylazobenzene